C1(=CC=C(C=C1)C(=O)OCCOCCOCCOCCOC(=O)C1=CC=C(C=C1)C)C tetraethylene glycol di-p-toluate